2,3,4-tri-O-benzyl-D-ribitol phosphate P(=O)(O)(O)OC[C@H]([C@H]([C@H](CO)OCC1=CC=CC=C1)OCC1=CC=CC=C1)OCC1=CC=CC=C1